2-(1-ethylpyrrolidin-3-yl)-N-((1,2,3,5,6,7-hexahydro-s-indacen-4-yl)carbamoyl)-vinylsulfonamide C(C)N1CC(CC1)C=CS(=O)(=O)NC(NC1=C2CCCC2=CC=2CCCC12)=O